C[Si](OCC(CC)N)(OCC(CC)N)C 1,1'-((dimethylsilanediyl)bis(oxy))bis(butan-2-amine)